(Z)-1-(4-amino-2-fluorobut-2-en-1-yl)-3-(4-(N,N-dimethylsulfamoyl)benzyl)-N,N-dimethyl-1H-indole-2-carboxamide hydrochloride Cl.NC\C=C(\CN1C(=C(C2=CC=CC=C12)CC1=CC=C(C=C1)S(N(C)C)(=O)=O)C(=O)N(C)C)/F